tert.Butylamin C(C)(C)(C)N